4-(4-((7-ethyl-6-oxo-5,6-dihydro-1,5-naphthyridin-3-yl)methyl)piperazin-1-yl)-2-fluoro-N-(oxetan-3-yl)benzamide C(C)C=1C(NC=2C=C(C=NC2C1)CN1CCN(CC1)C1=CC(=C(C(=O)NC2COC2)C=C1)F)=O